Triallyl-trimesat C(C=C)C1=C(C(=C(C(=C1C(=O)[O-])CC=C)C(=O)[O-])CC=C)C(=O)[O-]